FC1(C[C@@](CC1)(C(=O)O)C)F |r| racemic-3,3-difluoro-1-methyl-cyclopentanecarboxylic acid